ethyl (R,Z)-3-((5-(bicyclo[1.1.1]pentan-1-yl)-3-butyl-7-chloro-1,1-dioxido-2,3,4,5-tetrahydrobenzo[f][1,2,5]thiadiazepin-8-yl)oxy)-2-fluoroacrylate C12(CC(C1)C2)N2C[C@H](NS(C1=C2C=C(C(=C1)O\C=C(\C(=O)OCC)/F)Cl)(=O)=O)CCCC